ClC1=C(OCC(=O)C2=CC=C(C=C2)C2=NOC(=N2)C(F)(F)F)C=CC(=C1)F 2-(2-chloro-4-fluorophenoxy)-1-(4-(5-(trifluoromethyl)-1,2,4-oxadiazol-3-yl)phenyl)ethan-1-one